4,4'-(bicyclo[2.2.1]heptylidene)-diphenol C12(C(CC(CC1)C2)C2=CC=C(C=C2)O)C2=CC=C(C=C2)O